5-(2-(diethylamino)ethyl)-4-methylthiazol-2-amine C(C)N(CCC1=C(N=C(S1)N)C)CC